N1C(=NC=C1)[2H] imidazole-d